C1(=C(C=CC=C1)C1(C(N(C(N1C1=CC=CC=C1)=O)C1=CC=CC=C1)=O)O)C 5-o-tolyl-5-hydroxy-1,3-diphenyl-2,4-imidazolidinedione